5-hydroxy-3-methylpyrido[2,3-d]pyrimidine-2,4,7(1H,3H,8H)-trione OC1=CC(NC=2NC(N(C(C21)=O)C)=O)=O